8-benzyl-6-bromo-2-methyl-imidazo[1,2-a]pyridine C(C1=CC=CC=C1)C=1C=2N(C=C(C1)Br)C=C(N2)C